C(#N)C1=C(OCC2CCN(CC2)C(=O)OC(C)(C)C)C=CC(=C1)CO tert-butyl 4-((2-cyano-4-(hydroxymethyl)phenoxy)methyl)piperidine-1-carboxylate